thieno[3,2-b]pyridine-3-carboxylic acid tert-butyl ester C(C)(C)(C)OC(=O)C1=CSC=2C1=NC=CC2